3-(1-hydroxy-2-methylpropan-2-yl)-N-(2-oxo-2-((4-(3-(pyridin-4-yl)phenyl)thiazol-2-yl)amino)ethyl)benzamide OCC(C)(C)C=1C=C(C(=O)NCC(NC=2SC=C(N2)C2=CC(=CC=C2)C2=CC=NC=C2)=O)C=CC1